[N+](=O)([O-])C=1C=C(C=CC1)C(C)=O Meta-nitroacetophenone